(Z)-dodec-7-en-1-yl acrylate C(C=C)(=O)OCCCCCC\C=C/CCCC